2-methyl-1,4-oxaazepane CC1OCCCNC1